Tert-butyl 4-((1-(4-((4-(4-((3-isopropoxyazetidine-1-carboxamido)methyl)-3-methylphenyl)pyrimidin-2-yl)amino)phenyl)piperidin-4-yl)methyl)piperazine-1-carboxylate C(C)(C)OC1CN(C1)C(=O)NCC1=C(C=C(C=C1)C1=NC(=NC=C1)NC1=CC=C(C=C1)N1CCC(CC1)CN1CCN(CC1)C(=O)OC(C)(C)C)C